2-methanesulfonyl-N-[3-(5-methoxy-1H-1,3-benzodiazol-2-yl)-4-methylphenyl]-1,2,3,4-tetrahydroisoquinolin-5-amine CS(=O)(=O)N1CC=2C=CC=C(C2CC1)NC1=CC(=C(C=C1)C)C1=NC2=C(N1)C=CC(=C2)OC